4-[(5-Fluoro-4-[4-methyl-5-oxo-3-(propan-2-yl)-4,5-dihydro-1H-1,2,4-triazol-1-yl]-2-{[(2S)-4-methylpent-2-yl]oxy}benzoyl)amino]piperidine-1-carboxylic acid tert-butyl ester C(C)(C)(C)OC(=O)N1CCC(CC1)NC(C1=C(C=C(C(=C1)F)N1N=C(N(C1=O)C)C(C)C)O[C@@H](C)CC(C)C)=O